C(CC(C)C)(=O)O.ClC=1N=C(N2C1C(=CC(=C2)S(=O)(=O)NC2(CC2)C#N)Cl)C=2SC(=NN2)C(F)F 1,8-dichloro-N-(1-cyanocyclopropyl)-3-(5-(difluoromethyl)-1,3,4-thiadiazol-2-yl)imidazo[1,5-a]pyridine-6-sulfonamide iso-pentanate